N-[3-Fluoro-4-[[7-methoxy-6-(2-methoxyethoxy)-1,5-naphthyridin-4-yl]oxy]phenyl]-5-(4-fluoro-2-methylphenyl)-4-hydroxy-2,6-dimethylpyridine-3-carboxamide FC=1C=C(C=CC1OC1=CC=NC2=CC(=C(N=C12)OCCOC)OC)NC(=O)C=1C(=NC(=C(C1O)C1=C(C=C(C=C1)F)C)C)C